OC12CCC(CC1)(CC2)C(=O)O 4-hydroxybicyclo[2.2.2]octane-1-carboxylic acid